3-(5-(2,6-dimethylpiperazin-1-yl)-4,6,7-trifluoro-1-oxoisoindolin-2-yl)piperidine-2,6-dione CC1N(C(CNC1)C)C=1C(=C2CN(C(C2=C(C1F)F)=O)C1C(NC(CC1)=O)=O)F